C(=C)F vinyl-fluorine